methyl 3-chloro-5-[3-(2,6-difluoro-4-methoxyphenyl)-4-[4-(difluoromethoxy)benzamido]-2-methyl-5-oxo-2,5-dihydro-1H-pyrazol-1-yl]benzoate ClC=1C=C(C(=O)OC)C=C(C1)N1N(C(=C(C1=O)NC(C1=CC=C(C=C1)OC(F)F)=O)C1=C(C=C(C=C1F)OC)F)C